C(C(=C)C)(=O)CO[Si](OC)(OC)CCC Methacryloyl-Propyltri-methoxysilane